C(C1=CC=CC=C1)(=O)C1=C(C=CC(=C1)F)N(N=O)C N-(2-benzoyl-4-fluorophenyl)-N-methylnitrosamide